2-chloro-5-(furan-2-ylmethyl)pyrimidine 3-chlorobenzyl-(1-((6-cyclopropylimidazo[1,2-a]pyridin-2-yl)methyl)-1H-imidazo[4,5-c]pyridin-6-yl)carbamate ClC=1C=C(CN(C(O)=O)C2=CC3=C(C=N2)N=CN3CC=3N=C2N(C=C(C=C2)C2CC2)C3)C=CC1.ClC1=NC=C(C=N1)CC=1OC=CC1